C[C@H]1COCCN1C1=C(C=NC=C1)N (S)-4-(3-methylmorpholino)pyridin-3-amine